C(N)(OC1=C(C(=CC(=C1)OC(F)F)Cl)C1CN(C1)C1=CC(=C(C(=C1)F)C1C(NC(CC1)=O)=O)F)=O 1-(4-(2,6-dioxopiperidin-3-yl)-3,5-difluorophenyl)azetidin-3-yl(3-chloro-5-(difluoromethoxy)phenyl) carbamate